methyl hydrogen (3-((6-amino-2-((1-hydroxypropane-2-yl)oxy)-8-methoxy-9H-purin-9-yl)methyl)benzyl)phosphonate NC1=C2N=C(N(C2=NC(=N1)OC(CO)C)CC=1C=C(CP(OC)(O)=O)C=CC1)OC